(2S,3S,4R,5R)-2-(2-(2-Amino-3-methylchinolin-7-yl)ethyl)-5-(4-methyl-7H-pyrrolo[2,3-d]pyrimidin-7-yl)tetrahydrothiophen-3,4-diol NC1=NC2=CC(=CC=C2C=C1C)CC[C@@H]1S[C@H]([C@@H]([C@@H]1O)O)N1C=CC2=C1N=CN=C2C